[Si](C)(C)(C(C)(C)C)OC[C@@H]1[C@H](C[C@@H](O1)N1N=NC=2C(=O)NC(N)=NC12)O 5'-O-tert-butyldimethylsilyl-8-Aza-2'-Deoxyguanosine